[CH-]1C(=O)CO1 Epoxyacetonide